1-(5Z,8Z,11Z-eicosatrienoyl)-2-(9Z-tetradecenoyl)-sn-glycero-3-phosphocholine CCCCCCCC/C=C\C/C=C\C/C=C\CCCC(=O)OC[C@H](COP(=O)([O-])OCC[N+](C)(C)C)OC(=O)CCCCCCC/C=C\CCCC